C(C)(=O)OCC(=O)[C@]1([C@@H](CC2C3CCC4=CC(C=C[C@@]4(C3=CC[C@]12C)C)=O)C)O 2-((10S,13S,16R,17R)-17-hydroxy-10,13,16-trimethyl-3-oxo-6,7,8,10,12,13,14,15,16,17-decahydro-3H-cyclopenta[a]phenanthren-17-yl)-2-oxoethyl acetate